OC1=C(C=C(OC2CC(C2)C#N)C=C1)[N+](=O)[O-] (1r,3r)-3-(4-hydroxy-3-nitrophenoxy)cyclobutane-1-carbonitrile